C(#N)C1=C(C=CC=C1)[C@@H]([C@@H](C)C=1N(C(C(=C(N1)C(=O)NC=1C=NOC1)O)=O)C)C1=CC=CC=C1 2-((1S,2R)-1-(2-cyanophenyl)-1-phenylpropan-2-yl)-5-hydroxy-N-(isoxazol-4-yl)-1-methyl-6-oxo-1,6-dihydropyrimidine-4-carboxamide